2,3-bis(trimethylsiloxycarbonyl)-5-norbornene C[Si](OC(=O)C1C2C=CC(C1C(=O)O[Si](C)(C)C)C2)(C)C